methyl 2-(4-(N,N-bis(4-methoxybenzyl) sulfamoyl)-2H-1,2,3-triazol-2-yl)-2-methylpropionate COC1=CC=C(CN(S(=O)(=O)C2=NN(N=C2)C(C(=O)OC)(C)C)CC2=CC=C(C=C2)OC)C=C1